OCC1(NC2=C(NC1=O)N=CC(=C2)C=CC(=O)N(CC=2OC1=C(C2C)C=CC=C1)C)C 3-(2-(hydroxymethyl)-2-methyl-3-oxo-1,2,3,4-tetrahydropyrido[2,3-b]pyrazin-7-yl)-N-methyl-N-((3-methylbenzofuran-2-yl)methyl)acrylamide